2-(p-t-butylbenzyl)oxazoline C(C)(C)(C)C1=CC=C(CC=2OCCN2)C=C1